5-(2-Aminoprop-2-yl)-N-(2-(tert-butyl)pyrimidin-4-yl)-8-methoxy-2,7-naphthyridin-3-amine NC(C)(C)C1=C2C=C(N=CC2=C(N=C1)OC)NC1=NC(=NC=C1)C(C)(C)C